BrC1=C(C=C(C#N)C=C1)OCOC 4-bromo-3-(methoxymethyloxy)benzonitrile